3-[4-(difluoromethoxy)phenyl]Cyclobutanone FC(OC1=CC=C(C=C1)C1CC(C1)=O)F